C1OC[C@@H]2[C@@H]1CN(C2)C2=CC=C(N=N2)C2=C(C=C(C=C2C)C)O 2-[6-[(3aR,6aR)-1,3,3a,4,6,6a-hexahydrofuro[3,4-c]pyrrol-5-yl]pyridazin-3-yl]-3,5-dimethyl-phenol